OCC1=CC=C(CNC2=C3C(N(C(=NC3=CC=C2)C)C2C(NC(CC2)=O)=O)=O)C=C1 3-(5-((4-(hydroxymethyl)benzyl)amino)-2-methyl-4-oxoquinazolin-3(4H)-yl)piperidine-2,6-dione